5-phenoxycarbonylbicyclo[2.2.1]-2-heptene O(C1=CC=CC=C1)C(=O)C1C2C=CC(C1)C2